6-(2-(3-Chloro-2,4-difluorophenyl)-5,6-dihydro-4H-pyrrolo[1,2-b]pyrazol-3-yl)-1H-indazole ClC=1C(=C(C=CC1F)C=1C(=C2N(N1)CCC2)C2=CC=C1C=NNC1=C2)F